N-(5-(5-chloro-4-(5-chloro-4-fluoro-2-(2-hydroxypropan-2-yl)phenylamino)pyrimidin-2-ylamino)-2-((2-(dimethylamino)ethyl)(methyl)amino)-4-methoxyphenyl)acrylamide ClC=1C(=NC(=NC1)NC=1C(=CC(=C(C1)NC(C=C)=O)N(C)CCN(C)C)OC)NC1=C(C=C(C(=C1)Cl)F)C(C)(C)O